(S)-2-(4-fluorophenethyl)-4-(7-(((R)-4-methoxy-2,3-dihydro-1H-inden-1-yl)amino)thieno[2,3-c]pyridin-2-yl)-3-(4H-1,2,4-triazol-3-yl)-7,8,9,9a-tetrahydro-5H-pyrido[2,3-a]pyrrolizin-5-one FC1=CC=C(CCC=2C(=C(C3=C([C@@H]4CCCN4C3=O)N2)C2=CC=3C(=C(N=CC3)N[C@@H]3CCC4=C(C=CC=C34)OC)S2)C2=NN=CN2)C=C1